2-(4,6-bis(2,4-dimethylphenyl)-1,3,5-triazin-2-yl)-5-(2-hydroxyethoxy)phenol CC1=C(C=CC(=C1)C)C1=NC(=NC(=N1)C1=C(C=C(C=C1)C)C)C1=C(C=C(C=C1)OCCO)O